3-(1-(4-Chlorobenzyl)-1H-1,2,3-triazol-4-yl)-2-(4-chlorophenyl)imidazo[1,2-a]pyridin ClC1=CC=C(CN2N=NC(=C2)C2=C(N=C3N2C=CC=C3)C3=CC=C(C=C3)Cl)C=C1